4-(4-methoxyphenyl)-N-(4-hydroxy-3-(methylsulfonyl)phenyl)cyclohexane-1-carboxamide tert-Butyl-(3S)-3-methoxypyrrolidine-1-carboxylate C(C)(C)(C)OC(=O)N1C[C@H](CC1)OC.COC1=CC=C(C=C1)C1CCC(CC1)C(=O)NC1=CC(=C(C=C1)O)S(=O)(=O)C